6-bromo-1-(2-chloro-5-fluoro-quinazolin-4-yl)-4-methyl-3,5-dihydro-2H-1,4-benzodiazepine BrC1=CC=CC2=C1CN(CCN2C2=NC(=NC1=CC=CC(=C21)F)Cl)C